N-[(6-Amino-2-pyridyl)sulfonyl]-2-(3-cyclopropyl-1-piperidyl)-6-(6-isopropoxy-3-pyridyl)pyridin-3-carboxamid NC1=CC=CC(=N1)S(=O)(=O)NC(=O)C=1C(=NC(=CC1)C=1C=NC(=CC1)OC(C)C)N1CC(CCC1)C1CC1